C(C)(=O)N(N(C(=O)C1=CC=2C3=C(C(=NC2C=C1)N)N(N=C3)C)CC3=NC=C(C=C3)C(F)(F)F)C N'-acetyl-4-amino-N',3-dimethyl-N-((5-(trifluoromethyl)pyridin-2-yl)methyl)-3H-pyrazolo[3,4-c]quinoline-8-carbohydrazide